4-(((3-bromo-2-methyl-5-nitropyridin-4-yl)amino)methyl)-3,5-difluorobenzenesulfonamide BrC=1C(=NC=C(C1NCC1=C(C=C(C=C1F)S(=O)(=O)N)F)[N+](=O)[O-])C